N[C@H](C)C1=CC=C(S1)C(=N)N (R)-5-(1-aminoethyl)thiophene-2-carboxamidine